1,1-dimethylethyl (2S)-2-[1-({3,4-difluoro-2-[(2-fluoro-4-iodophenyl)amino]phenyl}carbonyl)-3-hydroxyazetidin-3-yl]piperidine-1-carboxylate FC=1C(=C(C=CC1F)C(=O)N1CC(C1)(O)[C@H]1N(CCCC1)C(=O)OC(C)(C)C)NC1=C(C=C(C=C1)I)F